2-methyl-1-[1-[3-(4-tetrahydropyran-2-yl-1,2,4-triazol-3-yl)phenyl]pyrazolo[3,4-b]pyridin-5-yl]propane-1,2-diol CC(C(O)C=1C=C2C(=NC1)N(N=C2)C2=CC(=CC=C2)C2=NN=CN2C2OCCCC2)(C)O